ClC=1C=CC(=C(C1)C1=CC(=C(N=N1)N1C(CC1)C(=O)OC(C)C)NC1=CC(=NC=C1)NC(CCN1CC(NC(C1)C)C)=O)F propan-2-yl 1-[6-(5-chloro-2-fluorophenyl)-4-({2-[3-(3,5-dimethylpiperazin-1-yl)propan-amido]pyridin-4-yl}amino)-pyridazin-3-yl]azetidine-2-carboxylate